chromium (6+) oxide [O-2].[Cr+6].[O-2].[O-2]